FC1=CC=C(C=C1)[C@@H]1N(CCC2=CC=CC=C12)C(=O)[C@@H]1OCCC(C1)=C ((S)-1-(4-fluorophenyl)-3,4-dihydroisoquinolin-2(1H)-yl)((R)-4-methylenetetrahydro-2H-pyran-2-yl)methanone